BrC=1C=C(C(=C(C1)S(=O)(=O)O)O)C(F)(F)F 5-bromo-2-hydroxy-3-(trifluoromethyl)benzenesulfonic acid